7,10-dimethyl-13,16-dinonyl-6,11-dioxo-4-tetradecyl-4,7,10,13,16-pentaazapentacosyldecanoate CN(C(CN(CCCOC(CCCCCCCCC)=O)CCCCCCCCCCCCCC)=O)CCN(C(CN(CCN(CCCCCCCCC)CCCCCCCCC)CCCCCCCCC)=O)C